ClC1=C(C=CC=C1)N[C@@H]1C=CC([C@@]1(C1=CC=CC=C1)CC(COC1NCCOC1)(F)F)=O (4r,5r)-4-((2-chlorophenyl)amino)-5-(2,2-difluoro-3-morpholin-3-oxypropyl)-5-phenylcyclopent-2-en-1-one